ethyl-6-(4-chlorophenyl)-2-(1-methyl-1H-pyrazol-4-yl)-3-oxo-2,3-dihydropyridazine-4-carboxylic acid ethyl ester C(C)OC(=O)C=1C(N(N=C(C1CC)C1=CC=C(C=C1)Cl)C=1C=NN(C1)C)=O